(methylamino)-6-(trifluoromethyl)thieno[3,2-d]pyrimidin-2(1H)-one CNN1C(N=CC2=C1C=C(S2)C(F)(F)F)=O